n-methyl-7-oxo-2,3-diphenyl-6-(quinolin-6-yl)-4,7-dihydropyrazolo[1,5-a]pyrimidine-5-carboxamide CNC(=O)C=1NC=2N(C(C1C=1C=C3C=CC=NC3=CC1)=O)N=C(C2C2=CC=CC=C2)C2=CC=CC=C2